2-(3,5-Ditert-butyl-4-oxocyclohexa-2,5-dien-1-ylidene)acetonitrile C(C)(C)(C)C1=CC(C=C(C1=O)C(C)(C)C)=CC#N